(R)-2-((1R,2R)-2-(2-fluorophenyl)-1-((methylsulfonyl)oxy)-2-phenylethyl)pyrrolidine-1-carboxylic acid tert-butyl ester C(C)(C)(C)OC(=O)N1[C@H](CCC1)[C@@H]([C@H](C1=CC=CC=C1)C1=C(C=CC=C1)F)OS(=O)(=O)C